C(C)(C)(C)OC(=O)N1CCN(CCN(CCN(CC1)C(=O)OC(C)(C)C)C(=O)OC(C)(C)C)CC(=O)NCCCCCC(=O)O 6-[2-(4,7,10-tri-tert-butoxycarbonyl-1,4,7,10-tetraaza-cyclododec-1-yl)-acetylamino]Hexanoic acid